trans-5-Chloro-3-fluoro-2-(3-methyl-5-(4-(pyridin-2-yloxy)cyclohexyl)-4H-1,2,4-triazol-4-yl)pyridine ClC=1C=C(C(=NC1)N1C(=NN=C1[C@@H]1CC[C@H](CC1)OC1=NC=CC=C1)C)F